N-(2-(adamantan-1-yl)ethyl)-6-isobutyl-2-oxo-1,2-dihydropyrimidine-4-carboxamide C12(CC3CC(CC(C1)C3)C2)CCNC(=O)C2=NC(NC(=C2)CC(C)C)=O